C(C)(C)(C)C1=NOC(=N1)C(=O)N[C@@H]1CCCCC2=C1C=CC(=C2)C2=CC(=NC=C2)NC(=O)[C@@H]2[C@H](C2)C(F)(F)F 3-(tert-butyl)-N-((R)-2-(2-((1S,2S)-2-(trifluoromethyl)cyclopropane-1-carboxamido)pyridin-4-yl)-6,7,8,9-tetrahydro-5H-benzo[7]annulen-5-yl)-1,2,4-oxadiazole-5-carboxamide